NC=1C(NC2=C(N=C(C(=C2C1C1=C2C=NNC2=C(C=C1)F)OC)C)C)=O 3-Amino-4-(7-fluoro-1H-indazol-4-yl)-5-methoxy-6,8-dimethyl-1H-1,7-naphthyridin-2-one